C(C)(C)C1=CC(=NN1)NC1=CN=CC(=N1)[C@H]1C[C@@H](CC1)O |r| rac-(1R,3R)-3-(6-((5-isopropyl-1H-pyrazol-3-yl)amino)pyrazin-2-yl)cyclopentan-1-ol